CN1S(CC(C1(C)C)=O)(=O)=O 2,3,3-Trimethylisothiazolidin-4-one 1,1-dioxid